(1-Methyl-1,4,6,7-tetrahydropyrano[4,3-c]pyrazol-3-yl)(4-(2-(trifluoromethyl)phenyl)piperidin-1-yl)methanone CN1N=C(C2=C1CCOC2)C(=O)N2CCC(CC2)C2=C(C=CC=C2)C(F)(F)F